CN(C)CC1=C(C=C(C=C1C)B(O)O)C (4-((Dimethylamino)methyl)-3,5-dimethylphenyl)boronic acid